CN1CCN(CC1)C1=CC=C(C=N1)C1=CC=C2C(=NC=NC2=C1)NC=1C=CC2=C(N=CS2)C1 N-(7-(6-(4-methylpiperazin-1-yl)pyridin-3-yl)quinazolin-4-yl)benzothiazol-5-amine